Methyl trans-2-phenyl-1-cyclopropanecarboxylate C1(=CC=CC=C1)[C@H]1[C@@H](C1)C(=O)OC